3-hydroxy-N'-(1-methylbutylidene)-2-naphthoylhydrazine OC=1C(=CC2=CC=CC=C2C1)C(=O)NN=C(CCC)C